O=C1NC(CCC1N1C(C2=C(C1)C=C(S2)CNC(NCCCCCNC(OC(C)(C)C)=O)=O)=O)=O tert-butyl (5-(3-((5-(2,6-dioxopiperidin-3-yl)-6-oxo-5,6-dihydro-4H-thieno[2,3-c]pyrrol-2-yl)methyl)ureido)pentyl)carbamate